(6Z,9Z,26Z,29Z)-N-(4-((tert-butyldiphenylsilyl)oxy)butyl)pentatriaconta-6,9,26,29-tetraen-18-amine [Si](C1=CC=CC=C1)(C1=CC=CC=C1)(C(C)(C)C)OCCCCNC(CCCCCCC\C=C/C\C=C/CCCCC)CCCCCCC\C=C/C\C=C/CCCCC